6,6-bis(((E)-hex-2-en-1-yl)oxy)hexanoic acid C(\C=C\CCC)OC(CCCCC(=O)O)OC\C=C\CCC